perfluoromethyl-decalin FC1(C(C(C(C2(C(C(C(C(C12F)(F)F)(F)F)(F)F)(F)F)F)(F)F)(F)F)(F)F)C(F)(F)F